COC(=O)C1CC2(CC(C2)N)C1 2-aminospiro[3.3]heptane-6-carboxylic acid methyl ester